C(C)(C)(C)OC(=O)N(C(OC(C)(C)C)=O)C1=C2C(=NC=N1)N(N=C2)[C@@H]2C=C([C@H]1OC(O[C@H]12)(C)C)C=C tert-Butyl (tert-butoxycarbonyl)(1-((3aS,4R,6aR)-2,2-dimethyl-6-vinyl-3a,6a-dihydro-4H-cyclopenta[d][1,3]dioxol-4-yl)-1H-pyrazolo[3,4-d]pyrimidin-4-yl)carbamate